Butylene Glycol Monomethyl Ether Acetate C(C)(=O)OCCCCOC